ClC1=NC=C(C(=C1)C1=C(C=NC(=C1)C)C(=O)NC=1SC2=C(N1)CN(C2)C(C2=NC=CC(=C2)C#N)=O)OC 2'-Chloro-N-(5-(4-cyanopicolinoyl)-5,6-dihydro-4H-pyrrolo[3,4-d]thiazol-2-yl)-5'-methoxy-6-methyl-[4,4'-bipyridine]-3-carboxamide